1-methyl-3-(prop-2-yn-1-yl)imidazolidin-2-one CN1C(N(CC1)CC#C)=O